2-(1-((phenyl-d5)methyl-d2)piperidin-4-yl)ethyl (2R,6R)-2,6-dimethyl-4-(5-(trifluoromethyl)pyrazin-2-yl)piperazine-1-carboxylate C[C@H]1N([C@@H](CN(C1)C1=NC=C(N=C1)C(F)(F)F)C)C(=O)OCCC1CCN(CC1)C([2H])([2H])C1=C(C(=C(C(=C1[2H])[2H])[2H])[2H])[2H]